(S)-(2-bromo-4,4-difluoro-9-oxo-4,5,6,7,8,9-hexahydro-3-oxa-1-thia-5a,8-diazabenzo[cd]azulen-7-yl)methyl 4-methylbenzenesulfonate CC1=CC=C(C=C1)S(=O)(=O)OC[C@@H]1CN2C=3C(=C(SC3C(N1)=O)Br)OC(C2)(F)F